(R)-(5-chloroisochroman-1-yl)methanamine ClC1=C2CCO[C@H](C2=CC=C1)CN